tert-butyl 4-[[tert-butoxycarbonyl-[7-[(6,8-dimethylimidazo[1,2-a]pyrazin-2-yl)carbamoyl]-6-fluoro-2-methyl-indazol-4-yl]amino]methyl]piperidine-1-carboxylate C(C)(C)(C)OC(=O)N(C=1C2=CN(N=C2C(=C(C1)F)C(NC=1N=C2N(C=C(N=C2C)C)C1)=O)C)CC1CCN(CC1)C(=O)OC(C)(C)C